ClC1=C(C(=NN1CC1=CC(=CC(=C1)F)F)C(=O)[O-])C=COC 5-chloro-1-(3,5-difluorobenzyl)-4-(2-methoxyvinyl)-1H-pyrazole-3-carboxylate